CC(C)(C)C=1C=C(C=C(C1O)C(C)(C)C)CP(OCC)(OCC)=O diethyl {[3,5-bis(1,1-dimethylethyl)-4-hydroxyphenyl]methyl}phosphonate